CC1OB(OC1(C)C)C(=C)C 4,5,5-trimethyl-2-(prop-1-en-2-yl)-1,3,2-dioxaborolane